C1(CCCCC1)C(=O)OC1=C(C=CC=C1)CC(=O)OC(C(C)C)I 2-(2-(1-iodo-2-methylpropoxy)-2-oxoethyl)phenyl cyclohexanecarboxylate